C(C1=CC=C(C(=O)OCC(CCCC)CC)C=C1)(=O)OC METHYL 2-ETHYLHEXYL TEREPHTHALATE